6-(2-hydroxy-2-(4-(trifluoromethyl)phenyl)acetyl)-2-(1-phenylcyclopropyl)-5,6,7,8-tetrahydropyrido[4,3-d]pyrimidin-4(3H)-one OC(C(=O)N1CC2=C(N=C(NC2=O)C2(CC2)C2=CC=CC=C2)CC1)C1=CC=C(C=C1)C(F)(F)F